tert-butyl (S)-((5-(4-cyanophenyl)isochroman-1-yl)methyl)(methyl)carbamate C(#N)C1=CC=C(C=C1)C1=C2CCO[C@@H](C2=CC=C1)CN(C(OC(C)(C)C)=O)C